C(C1=CC=CC=C1)N(C1=CC(=C(C=C1)CO)CO)CC1=CC=CC=C1 [4-(dibenzylamino)-2-(hydroxymethyl)phenyl]methanol